P-(4-(2,3-difluoro-4-(4-pentylcyclohexyl)phenoxy)butyl)-N-hydroxy-phosphonamidic acid FC1=C(OCCCCP(O)(=O)NO)C=CC(=C1F)C1CCC(CC1)CCCCC